((1R,3S)-3-aminocyclohexyl)cyclopropaneformamide N[C@@H]1C[C@@H](CCC1)C1(CC1)C(=O)N